6-hydroxy-5-[(4-methylphenyl)azo]-2-Naphthalenesulfonic acid, monosodium salt [Na+].OC=1C(=C2C=CC(=CC2=CC1)S(=O)(=O)[O-])N=NC1=CC=C(C=C1)C